C(C)(C)(C)OC(NCC(CN1N=CC(=C1)Br)O[Si](C)(C)C(C)(C)C)=O (3-(4-bromo-1H-pyrazol-1-yl)-2-((tert-butyldimethylsilyl)oxy)propyl)carbamic acid tert-butyl ester